4-[(4R,10bS)-8-[(3R)-3-aminopyrrolidin-1-yl]-4-methyl-3,4,6,10b-tetrahydro-1H-pyrazino[2,1-a]isoindol-2-yl]pyrazolo[1,5-a]pyridine-7-carbonitrile N[C@H]1CN(CC1)C=1C=C2CN3[C@@H](C2=CC1)CN(C[C@H]3C)C=3C=1N(C(=CC3)C#N)N=CC1